4-oxo-phenyluridine O=C1CC=C(C=C1)[C@@]1([C@H](O)[C@H](O)[C@@H](CO)O1)N1C(=O)NC(=O)C=C1